3-chloro-5-{2-[3-methyl-4-({4-[(3-methyloxetan-3-yl)sulfonyl]phenoxy}methyl)pyrrolidin-1-yl]ethyl}benzonitrile ClC=1C=C(C#N)C=C(C1)CCN1CC(C(C1)COC1=CC=C(C=C1)S(=O)(=O)C1(COC1)C)C